Cl.CN(C1CC2=C(C=C(S2)C)CC1)C N,N,2-trimethyl-4,5,6,7-tetrahydrobenzothiophen-6-amine hydrochloride